(5-(4-amino-3-(4-(2-fluoro-3-methoxyphenoxy)phenyl)-1H-pyrazolo[3,4-d]pyrimidin-1-yl)tetrahydro-2H-pyran-2-yl)methanol NC1=C2C(=NC=N1)N(N=C2C2=CC=C(C=C2)OC2=C(C(=CC=C2)OC)F)C2CCC(OC2)CO